trans-[4-[(5-fluoro-2-methyl-3-pyridyl)methyl]cyclohexyl]-[(3S)-3-(5-methylpyrazin-2-yl)isoxazolidin-2-yl]methanone FC=1C=C(C(=NC1)C)C[C@@H]1CC[C@H](CC1)C(=O)N1OCC[C@H]1C1=NC=C(N=C1)C